C(C)OC1=NC=CC=C1C1=NC=2CN(CC3(CCN(CC3)C=3C(=NC(=CC3)OC)C(F)(F)F)C2C=C1)C1C(NCC1)=O 3-[2-(2-ethoxypyridin-3-yl)-1'-[6-methoxy-2-(trifluoromethyl)pyridin-3-yl]spiro[6,8-dihydro-1,7-naphthyridine-5,4'-piperidine]-7-yl]pyrrolidin-2-one